C(C)(C)(C)OC(=O)N1CC2CN(CC(C1)O2)C=2C=CC1=C(N=C(O1)C)C2 7-(2-methylbenzo[d]oxazol-5-yl)-9-oxa-3,7-diazabicyclo[3.3.1]nonane-3-carboxylic acid tert-butyl ester